[N+](=O)([O-])CC1(C2C3CC(CCC13)C2)CC(=O)OC(C)(C)C (±)-tert-butyl 2-(2-(nitromethyl)tricyclo[4.2.1.03,8]nonan-2-yl)acetate